C1(CC1)C=1C=NN2C1N(C(C1=C2N=C(C=C1)C(C)C)=O)CC(=O)NC1=NC=C(C=C1)F 2-[3-cyclopropyl-5-oxo-8-(propan-2-yl)pyrazolo[1,5-a]pyrido[3,2-e]pyrimidin-4(5H)-yl]-N-(5-fluoropyridin-2-yl)acetamide